α-methylolbenzoin ethyl-2-((4-bromo-1H-benzo[d]imidazol-5-yl)amino)-4,5-dihydro-1H-imidazole-1-carboxylate C(C)OC(=O)N1C(=NCC1)NC1=C(C2=C(NC=N2)C=C1)Br.C(O)C(C(C1=CC=CC=C1)=O)(O)C1=CC=CC=C1